7-methyl-5,6,7,8-tetrahydroquinoline CC1CCC=2C=CC=NC2C1